5-nitro-2-(6-oxo-5,7-diazaspiro[2.5]octane-5-yl)-2,3-dihydro-1H-indene-2-carboxylic acid [N+](=O)([O-])C=1C=C2CC(CC2=CC1)(C(=O)O)N1CC2(CC2)CNC1=O